((benzyloxy)carbonyl)-D-alanine methyl ester COC([C@H](NC(=O)OCC1=CC=CC=C1)C)=O